N[C@H](C(=O)O)CCP(=O)(O)O L-2-Amino-4-phosphonobutyric acid